C12(CCCCC1)[C@H]1CC[C@@H]([C@@H]2NC(OCC2=CC=CC=C2)=O)C1 benzyl ((1S,3S,4R)-spiro[bicyclo[2.2.1]heptane-2,1'-cyclohexan]-3-yl)carbamate